CN1C(=CC=C1)O 1-methyl-1H-pyrrolol